FC1=CC=C(CC=2C=C3C(=NC2[C@H](CO)O)C(CN3)(C)C)C=C1 |o1:12| (R or S)-1-[6-(4-Fluoro-benzyl)-3,3-dimethyl-2,3-dihydro-1H-pyrrolo[3,2-b]pyridin-5-yl]-ethane-1,2-diol